(+)-6-[1-[4-(5-methyl-1,3,4-oxadiazol-2-yl)-1-piperidinyl]ethyl]-2,3-dihydrofuro[2,3-b]pyridine CC1=NN=C(O1)C1CCN(CC1)C(C)C1=CC=C2C(=N1)OCC2